5-(2-Chloro-6-fluorophenyl)-3-(6-(4-methylpiperazin-1-yl)pyrid-3-yl)-1H-pyrazolo[4,3-c]pyridazin-6(5H)-on ClC1=C(C(=CC=C1)F)N1N=C2C(=CC1=O)NN=C2C=2C=NC(=CC2)N2CCN(CC2)C